2-((2S,4R)-4-fluoropyrrolidin-2-yl)-3-(4-methoxyphenyl)-8-methyl-6-nitroquinazolin-4(3H)-one F[C@@H]1C[C@H](NC1)C1=NC2=C(C=C(C=C2C(N1C1=CC=C(C=C1)OC)=O)[N+](=O)[O-])C